(bromomethyl)cyclobutene BrCC1=CCC1